2-(2-phenylpropan-2-yl) (S)-1-((9H-fluoren-9-yl)methyl) pyrrolidine-1,2-dicarboxylate N1([C@@H](CCC1)C(=O)OC(C)(C)C1=CC=CC=C1)C(=O)OCC1C2=CC=CC=C2C=2C=CC=CC12